C(C1=CC=CC=C1)OC1=CC=C2CC(C3(C2=C1)CCC(CC3)(C(=O)O)NC3=CC(=CC=C3)Cl)C3=CC(=CC=C3)OC3=CC=CC=C3 (1r,4r)-6'-(benzyloxy)-4-(3-chloroanilino)-2'-(3-phenoxyphenyl)-2',3'-dihydrospiro[cyclohexane-1,1'-indene]-4-carboxylic acid